4-((R or S)-4-((1R,5S)-3,8-diazabicyclo[3.2.1]octan-3-yl)-6-chloro-8-fluoro-2-(3-morpholinopropoxy)quinazolin-7-yl)naphthalen-2-ol [C@H]12CN(C[C@H](CC1)N2)C2=NC(=NC1=C(C(=C(C=C21)Cl)C2=CC(=CC1=CC=CC=C21)O)F)OCCCN2CCOCC2